ClC1=C(C(=CC(=C1)C(F)(F)F)Cl)N1N=C(C(=C1NCC1=NC=CC=C1)SC(F)F)C#N 1-(2,6-dichloro-4-(trifluoromethyl)phenyl)-4-((difluoromethyl)thio)-5-((pyridin-2-ylmethyl)amino)-1H-pyrazole-3-carbonitrile